6-chloro-5-(2-methoxyethyl)-3-[3-(trifluoromethyl)phenoxy]pyridazine-4-carboxylic acid ClC1=C(C(=C(N=N1)OC1=CC(=CC=C1)C(F)(F)F)C(=O)O)CCOC